C(C1=CC=C(C(=O)OCC(CCCC)CC)C=C1)(=O)OCCCC n-butyl (2-ethylhexyl) terephthalate